BrC1=C(C=CC=C1)C1=NN=NN1CC1=CC=C(C=C1)C1=NOC(=N1)C(F)(F)F 3-[4-[[5-(2-bromophenyl)tetrazol-1-yl]methyl]phenyl]-5-(trifluoromethyl)-1,2,4-oxadiazole